5-aminoisobenzofuran-1,3-dione NC=1C=C2C(OC(C2=CC1)=O)=O